4-(tert-butyl) 2,6-dimethylpiperazine-1,4-dicarboxylate CC1N(C(CN(C1)C(=O)OC(C)(C)C)C)C(=O)[O-]